N-(piperidine-4-yl)carbamic acid tert-butyl ester C(C)(C)(C)OC(NC1CCNCC1)=O